trimethylselenophen-2-yl-stannane C[Sn](C=1[Se]C=CC1)(C)C